N1=CN=C(C2=C1NC=C2)C=2C=CC(=NC2)N2CC1N(C(C2)C1)CC=1C=C(C#N)C=CC1F 3-((3-(5-(7H-pyrrolo[2,3-d]pyrimidin-4-yl)pyridin-2-yl)-3,6-diazabicyclo[3.1.1]heptan-6-yl)methyl)-4-fluorobenzonitrile